2-(4-(5-(7,8-dimethyl-[1,2,4]triazolo[1,5-a]pyridin-6-yl)-6-isopropyl-4H-pyrrolo[3,2-d]thiazol-2-yl)piperidin-1-yl)acetamide CC1=C(C=2N(C=C1C1=C(C=3N=C(SC3N1)C1CCN(CC1)CC(=O)N)C(C)C)N=CN2)C